7-bromo-2-(2,2,2-trifluoroethyl)isoquinolin-1-one BrC1=CC=C2C=CN(C(C2=C1)=O)CC(F)(F)F